Methyl (9,9-difluoro-9H-fluorene-4-carbonyl)glycinate FC1(C2=CC=CC=C2C=2C(=CC=CC12)C(=O)NCC(=O)OC)F